C(C)O[Si](CCCNCCC[Si](OCC)(OCC)OCC)(OCC)OCC N,N-bis[3-(triethoxysilyl)propyl]amine